C1(CC1)[C@]1(CN(CC1)C=1N=NC(=C2C1N=CC=C2)C2=C(C=C(C=C2)C(F)(F)F)O)O |r| (R and S)-3-cyclopropyl-1-(5-(2-hydroxy-4-(trifluoromethyl)phenyl)pyrido[2,3-d]pyridazin-8-yl)pyrrolidin-3-ol